N'-(2-ethyl-4-hydroxy-phenyl)-6-(6-methoxy-4-methyl-3-pyridyl)-4-[[(3S)-tetrahydrofuran-3-yl]amino]pyrrolo[1,2-b]pyridazine-3-carboxamidine C(C)C1=C(C=CC(=C1)O)N=C(N)C1=C(C=2N(N=C1)C=C(C2)C=2C=NC(=CC2C)OC)N[C@@H]2COCC2